ClC=1C=NC=C(C1C1(CC1)C(=O)NC(C(=O)O)CCN(CCCCC1=NC=2NCCCC2C=C1)CC(CF)OC)F 2-[[1-(3-chloro-5-fluoro-4-pyridyl)cyclopropanecarbonyl]amino]-4-[[3-fluoro-2-methoxy-propyl]-[4-(5,6,7,8-tetrahydro-1,8-naphthyridin-2-yl)butyl]amino]butanoic acid